1-methyldimethoxysilyl-2-bis(dimethylamino)phenylsilylethylene C[Si](C=C[Si](C1=CC=CC=C1)(N(C)C)N(C)C)(OC)OC